7,8-dimethyl-7,8-di(methoxyphenyl)-tetradecane CC(CCCCCC)(C(CCCCCC)(C1=C(C=CC=C1)OC)C)C1=C(C=CC=C1)OC